CC=1C(=C(SC1C)N(S(=O)(=O)C1=CC=CC2=NSN=C21)C)C(=O)OCC Ethyl 4,5-dimethyl-2-(N-methylbenzo[c][1,2,5]thiadiazole-4-sulfonamido)thiophene-3-carboxylate